2-benzofuranyl-ethanone O1C(=CC2=C1C=CC=C2)CC=O